OCCCC[NH2+]CCCCCC N-(4-hydroxybutyl)hexan-1-aminium